(2S)-2-[4-(β-D-glucopyranosyloxy)phenyl]-2,3-dihydro-7-hydroxy-4H-1-Benzopyran-4-one [C@@H]1([C@H](O)[C@@H](O)[C@H](O)[C@H](O1)CO)OC1=CC=C(C=C1)[C@H]1OC2=C(C(C1)=O)C=CC(=C2)O